4-(Benzoxazol-2-yl)-1-hexylpyridin-1-ium tetrafluoroborate F[B-](F)(F)F.O1C(=NC2=C1C=CC=C2)C2=CC=[N+](C=C2)CCCCCC